ClC=1C=C(C=CC1C)NC(=O)NC=1SC(=C(N1)C)C1=NC(=NC=C1)N(C)C 1-(3-Chloro-4-methylphenyl)-3-(5-(2-(dimethylamino)pyrimidin-4-yl)-4-methylthiazol-2-yl)urea